FC(C(=O)O)(F)F.C1(=CC=CC=C1)C1=CN=C(N1)C1=NC=CC(=C1)C=1C=NC=C(C1)NC(C)=O N-(2'-(5-Phenyl-1H-imidazol-2-yl)-3,4'-bipyridin-5-yl)acetamide trifluoroacetate salt